(R)-2-(3-((tert-butoxycarbonyl)(methyl)amino)pyrrolidin-1-yl)-4-ethoxypyrimidine-5-carboxylic acid ethyl ester C(C)OC(=O)C=1C(=NC(=NC1)N1C[C@@H](CC1)N(C)C(=O)OC(C)(C)C)OCC